tert-butyl (2-((2-hydroxybenzyl)amino)ethyl)carbamate OC1=C(CNCCNC(OC(C)(C)C)=O)C=CC=C1